3-(2-(dimethylamino)ethyl)-N1-phenylbenzene-1,4-diamine CN(CCC=1C=C(C=CC1N)NC1=CC=CC=C1)C